FC=1C(=C(C=CC1)C(=O)N1[C@@H]2[C@@H](C[C@H](C1)C2)NC2=NC=C(N=C2)C(F)(F)F)C2=NC=C(C=N2)F (3-fluoro-2-(5-fluoropyrimidin-2-yl)phenyl)((1S,4S,6R)-6-((5-(trifluoromethyl)pyrazin-2-yl)amino)-2-azabicyclo[2.2.1]heptan-2-yl)methanone